O[Rb] hydroxyl-rubidium